C(=C)C=1C=CC(=NC1)C 5-vinyl-2-methyl-pyridine